NC1=C(C(=O)O)C=C(C=C1Br)Cl 2-amino-3-bromo-5-chloro-benzoic acid